COC1CCC(CC1)CN([C@@H]1[C@H](CCC1)OC=1C=C2CN(C(C2=CC1)=O)C1C(NC(CC1)=O)=O)C 3-(5-(((1S,2S)-2-((((1R,4S)-4-methoxycyclohexyl)methyl)(methyl)amino)cyclopentyl)oxy)-1-oxoisoindolin-2-yl)piperidine-2,6-dione